BrC(C)CCCCCCCCCC 2-Bromododecane